6-bromo-8-((4-methoxybenzyl)oxy)quinoxalin-2(1H)-one BrC=1C=C2N=CC(NC2=C(C1)OCC1=CC=C(C=C1)OC)=O